2-[4-ethyl-3-(4-fluorophenyl)-1-methyl-1H-pyrazol-5-yl]-1H-isoindole-1,3(2H)-dione C(C)C=1C(=NN(C1N1C(C2=CC=CC=C2C1=O)=O)C)C1=CC=C(C=C1)F